4-(tetramethyl-1,3,2-dioxa-borolan-2-yl)pyridazine CC1(C(OB(O1)C1=CN=NC=C1)(C)C)C